trans-4-[(2R)-3-oxo-1,5,6,7,8,8a-hexahydroimidazo[1,5-a]pyrazin-2-yl]cyclohexanecarboxylic Acid TFA Salt OC(=O)C(F)(F)F.O=C1N(CC2N1CCNC2)[C@@H]2CC[C@H](CC2)C(=O)O